ClC1=CC=C2C(=NC(N(C2=C1)C1=CC=CC=C1)=O)NCC 7-Chloro-4-(ethylamino)-1-phenylquinazolin-2(1H)-one